C(=C)C1=C(C=C(C(=C1)C=C)C=C)C=C 1,2,4,5-tetravinylbenzene